CC(C=C)[Sn](OCC(C)C)(OCC(C)C)OCC(C)C 3-buten-2-yltri(isobutoxy)tin